O=C1NC(CCC1N1C(C2=CC=C(C=C2C1=O)CNC=1C=CC=C2CN(C(C12)=O)C(C(=O)NC=1SC=CN1)C1=C(C=CC(=C1)F)O)=O)=O 2-(7-(((2-(2,6-dioxopiperidin-3-yl)-1,3-dioxoisoindolin-5-yl)methyl)amino)-1-oxoisoindolin-2-yl)-2-(5-fluoro-2-hydroxyphenyl)-N-(thiazol-2-yl)acetamide